6-(bromomethyl)-3-chloroimidazo[1,2-a]pyridine-8-carboxylic acid methyl ester COC(=O)C=1C=2N(C=C(C1)CBr)C(=CN2)Cl